C(CCCCCC)OCCCCN 4-heptyloxy-butylamine